((2R,6R)-4-(2-aminoimidazo[1,2-a]pyrazin-5-yl)-6-methylmorpholin-2-yl)((S)-6,8-dichloro-1-methyl-3,4-dihydroisoquinolin-2(1H)-yl)methanone NC=1N=C2N(C(=CN=C2)N2C[C@@H](O[C@@H](C2)C)C(=O)N2[C@H](C3=C(C=C(C=C3CC2)Cl)Cl)C)C1